Diethyleneglycol Dibenzoat C(C1=CC=CC=C1)(=O)OCCOCCOC(C1=CC=CC=C1)=O